4-(4-(3-(cyclopentyloxy)-4-methoxyphenyl)-6-methoxypyrimidin-2-yl)-1,2-oxaborolan-2-ol C1(CCCC1)OC=1C=C(C=CC1OC)C1=NC(=NC(=C1)OC)C1CB(OC1)O